5-fluoro-N-(1H-indol-3-yl)-6-phenyl-3,4-dihydroisoquinoline-2(1H)-carboxamide FC1=C2CCN(CC2=CC=C1C1=CC=CC=C1)C(=O)NC1=CNC2=CC=CC=C12